(S)-quinuclidin-3-yl (7-(3-(methoxymethoxy)phenyl)thiochroman-4-yl)carbamate COCOC=1C=C(C=CC1)C1=CC=C2C(CCSC2=C1)NC(O[C@@H]1CN2CCC1CC2)=O